(R)-1-(dimethylamino)-3-(2-(3-methoxyphenethyl)phenoxy)propan-2-ol CN(C[C@H](COC1=C(C=CC=C1)CCC1=CC(=CC=C1)OC)O)C